N-(5-methyl-1,3,4-oxadiazol-2-yl)-2-(2,3-dichlorophenoxy)benzamide CC1=NN=C(O1)NC(C1=C(C=CC=C1)OC1=C(C(=CC=C1)Cl)Cl)=O